COC(=O)[C@@H]1N(CCCC1)C(C1=C(C=C(C(=C1)OC)OC(C1=CC=CC=C1)=O)[N+](=O)[O-])=O.CC=1C=NC=CC1C=O 3-methyl-4-pyridineformaldehyde (R)-Methyl-1-(4-(benzoyloxy)-5-methoxy-2-nitrobenzoyl)piperidine-2-carboxylate